1-(1Z-hexadecenyl)-2-(8Z,11Z,14Z-eicosatrienoyl)-glycero-3-phospho-(1'-sn-glycerol) CCCCCCCCCCCCCC/C=C\OC[C@H](COP(=O)(O)OC[C@H](CO)O)OC(=O)CCCCCC/C=C\C/C=C\C/C=C\CCCCC